(R)-1-(4-(2,7-diazaspiro[4.4]nonan-2-yl)phenyl)dihydropyrimidine-2,4(1H,3H)-dione C1N(CC[C@]12CNCC2)C2=CC=C(C=C2)N2C(NC(CC2)=O)=O